C(=O)O.NC1=NN(C=C1)C1=C(CNC2=C3N=CN(C3=NC(=N2)N2CCC(CC2)N)C(C)C)C=CC=C1 N-(2-(3-amino-1H-pyrazol-1-yl)benzyl)-2-(4-aminopiperidin-1-yl)-9-isopropyl-9H-purin-6-amine formate